1-(4-acetylphenyl)-3-[1-(4-methylphenyl)-5-oxopyrrolidin-3-yl]urea C(C)(=O)C1=CC=C(C=C1)NC(=O)NC1CN(C(C1)=O)C1=CC=C(C=C1)C